C(C)NC1=C2C(=NC(=C1)NC1=CC=C(C=3CCOC31)C(=O)N3CCN(CC3)C(C)C)NC=C2C(F)(F)F (7-((4-(ethylamino)-3-(trifluoromethyl)-1H-pyrrolo[2,3-b]pyridin-6-yl)amino)-2,3-dihydrobenzofuran-4-yl)(4-isopropylpiperazin-1-yl)methanone